N[C@H](CCO)CC=1SC=CC1 (3R)-3-amino-4-(2-thienyl)butan-1-ol